bicyclo[4.3.1]dec-1(9)-ene C=12CCCCC(CCC1)C2